N-(3-(benzimidazole-2-yl)phenyl)amide N1=C(NC2=C1C=CC=C2)C=2C=C(C=CC2)[NH-]